C(C)OC(=O)Cl.N(N)C(=O)C1CN(CC1)C(=O)OCC1=CC=CC=C1 benzyl 3-(hydrazinecarbonyl)pyrrolidine-1-carboxylate Ethyl-chloroformate